BrC1=CC(=C(N)C(=C1)C1=CC=CC=C1)C1=CC=CC=C1 4-bromo-2,6-diphenylaniline